3-bromomethyl-8-chloro-1,7-naphthyridine BrCC=1C=NC2=C(N=CC=C2C1)Cl